FC1=CC(=NC=C1)N1C[C@H]2C([C@H]2C1)/C(=N/O)/N (1R,5S,6R,Z)-3-(4-Fluoropyridin-2-yl)-N'-hydroxy-3-azabicyclo[3.1.0]hexane-6-carboxamidine